C(C)OC(=O)C1C2C=CC(C1)C2 5-ethoxycarbonyl-norbornene